N1(CCCC1)[Si]1(O[SiH](O[SiH](O[SiH](O1)C)C)C)C 2-pyrrolidinyl-2,4,6,8-tetramethylcyclotetrasiloxane